5-[4-amino-5-(trifluoromethyl)pyrrolo[2,1-f][1,2,4]triazin-7-yl]-2-ethyl-N-[(3R,4S)-4-fluoro-1-(1-fluorocyclopropanecarbonyl)pyrrolidin-3-yl]benzamide NC1=NC=NN2C1=C(C=C2C=2C=CC(=C(C(=O)N[C@@H]1CN(C[C@@H]1F)C(=O)C1(CC1)F)C2)CC)C(F)(F)F